flavanol carbenium [CH3+].O1C(C(CC2=CC=CC=C12)O)C1=CC=CC=C1